((2-(3-(2,2-dimethoxyethyl)ureido)phenyl)(4-isopropylphenyl)methyl)cyclopropanecarboxamide COC(CNC(NC1=C(C=CC=C1)C(C1=CC=C(C=C1)C(C)C)C1(CC1)C(=O)N)=O)OC